1-(trans-4-Fluoro-3-((2-(isoxazol-4-ylamino)-7H-pyrrolo[2,3-d]pyrimidin-4-yl)oxy)piperidin-1-yl)prop-2-en-1-on F[C@H]1[C@@H](CN(CC1)C(C=C)=O)OC=1C2=C(N=C(N1)NC=1C=NOC1)NC=C2